ethyl (E)-3-((5-(4-bromophenyl)-3,3-dibutyl-7-(methylthio)-1,1-dioxido-2,3,4,5-tetrahydro-1,5-benzothiazepin-8-yl)oxy)acrylate BrC1=CC=C(C=C1)N1CC(CS(C2=C1C=C(C(=C2)O/C=C/C(=O)OCC)SC)(=O)=O)(CCCC)CCCC